C1(=CC=CC=C1)[C@@H](C)NC=1C2=C(N=CN1)C=CC(=N2)O[C@@H]2CN(CC2)C(C=C)=O 1-((S)-3-((4-(((R)-1-phenylethyl)amino)pyrido[3,2-d]pyrimidin-6-yl)oxy)pyrrolidin-1-yl)prop-2-en-1-one